C(CCC)OC(CCCCCCCCC)=O decanoic acid n-butyl ester